N(=[N+]=[N-])C(C)(C)C1=CN=C(C2=CN=C(C=C12)Cl)OCCC[S@](=O)(C)=N (R)-(3-((4-(2-azidopropan-2-yl)-6-chloro-2,7-naphthyridin-1-yl)oxy)propyl)(imino)(methyl)-λ6-sulfanone